2-methyl-1-(6-methylpyridin-2-yl)-6-[1-(2,2,3,3,3-pentafluoropropyl)-1H-pyrazol-4-yl]-7-(trifluoromethyl)-1H,5H-imidazo[1,2-a]pyrimidin-5-one CC=1N(C=2N(C(C(=C(N2)C(F)(F)F)C=2C=NN(C2)CC(C(F)(F)F)(F)F)=O)C1)C1=NC(=CC=C1)C